pentoxy-3-phenylpropionyl-methionine C(CCCC)ON([C@@H](CCSC)C(=O)O)C(CCC1=CC=CC=C1)=O